The molecule is a sphingoid that is hexadecasphingosine substituted at position 14 by a methyl group. It is an aminodiol and a sphingoid. It is a conjugate base of a 14-methylhexadecasphingosine(1+). CCC(C)CCCCCCCC/C=C/[C@H]([C@H](CO)N)O